ethyl 2-(3-(3-(ethoxycarbonyl)-2-fluorophenyl) ureido)-4-methylthiophene-3-carboxylate C(C)OC(=O)C=1C(=C(C=CC1)NC(NC=1SC=C(C1C(=O)OCC)C)=O)F